5-((2,3-Dimethyl-4-(4-methylpiperidin-1-yl)phenyl)amino)-1,3-dimethyl-1,3-dihydro-2H-benzo[d]imidazol-2-one CC1=C(C=CC(=C1C)N1CCC(CC1)C)NC1=CC2=C(N(C(N2C)=O)C)C=C1